1-methyl-1H-pyrazolo[3,4-c]pyridine-5-carbaldehyde CN1N=CC=2C1=CN=C(C2)C=O